FC(OC1=CC=C(C=C1)[C@H]1CC2(CN(C2)C=O)CC1)(F)F ((R)-6-(4-(trifluoromethoxy)phenyl)-2-azaspiro[3.4]octan-2-yl)methanone